racemic-tert-butyl (RS)-2-(2-fluoro-1-benzothiophen-6-yl)-6-methyl-3-(pyridin-4-yl)-6,7-dihydropyrazolo[1,5-a]pyrazine-5(4H)-carboxylate FC=1SC2=C(C1)C=CC(=C2)C2=NN1C(CN([C@@H](C1)C)C(=O)OC(C)(C)C)=C2C2=CC=NC=C2 |r|